trimethoxysilyl-methyl mercaptan CO[Si](OC)(OC)CS